CN(C)C1=CC=C(C=C1)/C=C/2\C=CC3=CC=CC=C32 [(4-Dimethylamino)benzylidene]indene